3-(1-fluoro-2-methyl-2-(3-(4,4,5,5-tetramethyl-1,3,2-dioxaborolan-2-yl)phenyl)propyl)-4-methyl-4H-1,2,4-triazole FC(C(C)(C1=CC(=CC=C1)B1OC(C(O1)(C)C)(C)C)C)C1=NN=CN1C